C(C)(C)C1=C(C=CC=C1)C1N(CCN(C1)CC1CCC(CC1)OC)C1CCC12CCNCC2 (2-(2-isopropylphenyl)-4-((4-methoxycyclohexyl)methyl)piperazin-1-yl)-7-azaspiro[3.5]nonane